FC=1C=C(N)C=CC1 3-fluoro-aniline